2-{3-[(1S,3R,4R)-2-azabicyclo[2.2.1]heptan-3-ylmethoxy]pyridin-4-yl}-3-[(3-chloro-2-methoxyphenyl)amino]-1H,5H,6H,7H-pyrrolo[3,2-c]pyridin-4-one [C@H]12N[C@H]([C@H](CC1)C2)COC=2C=NC=CC2C2=C(C=1C(NCCC1N2)=O)NC2=C(C(=CC=C2)Cl)OC